iodopropyl-ethyl-dipropoxysilane ICCC[Si](OCCC)(OCCC)CC